C1N(CCC2=CC=CC=C12)CCC(CO)NC(=O)C=1N=C2N(C=C(C=C2)C(F)(F)F)C1 N-(4-(3,4-dihydroisoquinolin-2(1H)-yl)-1-hydroxybut-2-yl)-6-(trifluoromethyl)imidazo[1,2-a]pyridine-2-carboxamide